ClC1=NC=C(C(=C1)C1=C(C=NC(=C1)C)C(=O)NC=1SC2=C(N1)CN(C2)C(C2=NC=C(C=C2C(C)(F)F)Cl)=O)OC 2'-chloro-N-(5-(5-chloro-3-(1,1-difluoroethyl)picolinoyl)-5,6-dihydro-4H-pyrrolo[3,4-d]thiazol-2-yl)-5'-methoxy-6-methyl-[4,4'-bipyridine]-3-carboxamide